COC1=C(C=C(C=N1)N1[C@@H](CCC1)CO)C(F)(F)F (S)-(1-(6-methoxy-5-(Trifluoromethyl)pyridin-3-yl)pyrrolidin-2-yl)methanol